ClC1=C2COC(C2=CC=C1)(C1=CC(=C(C=C1)F)C)CCCN(CC(=O)O)C N-{3-[4-chloro-1-(3-methyl-4-fluorophenyl)-1,3-dihydroisobenzofuran-1-yl]-1-propyl}-N-methylglycine